C(C)C(CCCCC)OC(C=CC1=CC=C(C=C1)OC)=O 4-methoxycinnamic acid ethylhexyl ester